5-chloro-N-[2,4-difluoro-3-[1-(5-methyl-4-[[2-(trimethylsilyl)ethoxy]methyl]-1,2,4-triazol-3-yl)imidazo[1,5-a]pyrazin-6-yl]phenyl]-2-methylpyridine-3-sulfonamide ClC=1C=C(C(=NC1)C)S(=O)(=O)NC1=C(C(=C(C=C1)F)C=1N=CC=2N(C1)C=NC2C2=NN=C(N2COCC[Si](C)(C)C)C)F